OC1(C(C=CC(=C1)OCCO)CC(C)=O)C 2-hydroxy-4-(2-hydroxyethoxy)-2-methyl-phenyl-propanone